ClC=1C(=C(C=CC1)NC(=S)C=1C(NCCC1NCC1=C(C=NC=C1)OCC1OCC1)=O)CC N-(3-chloro-2-ethylphenyl)-4-[({3-[(oxetan-2-yl)methoxy]pyridin-4-yl}methyl)amino]-2-oxo-1,2,5,6-tetrahydropyridine-3-carbothioamide